FC1=C(C(=O)N([C@H]2CNCCC2)C2=NC=CC3=CC(=CC(=C23)C)F)C=CC(=C1)C=1SC(=NN1)COC (R)-2-fluoro-N-(6-fluoro-8-methylisoquinolin-1-yl)-4-(5-(methoxymethyl)-1,3,4-thiadiazol-2-yl)-N-(piperidin-3-yl)benzamide